C(#N)[C@H](CC1=C(C=C(C=C1)C=1C=C2CN(C(C2=CC1)=O)C)F)N1CCOC[C@@H](C1)OC (2S,6R)-N-((S)-1-cyano-2-(2-fluoro-4-(2-methyl-1-oxoisoindolin-5-yl)phenyl)ethyl)-6-methoxy-1,4-oxazepane